5-Chloro-4-methoxypyrazolo[1,5-a]pyridin-3-amine ClC1=C(C=2N(C=C1)N=CC2N)OC